3-(1-anthracenyl)propyl methacrylate C(C(=C)C)(=O)OCCCC1=CC=CC2=CC3=CC=CC=C3C=C12